2-(3-(trifluoromethyl)phenyl)benzo[4,5]imidazo[1,2-a]pyrimidine FC(C=1C=C(C=CC1)C1=NC=2N(C=C1)C1=C(N2)C=CC=C1)(F)F